Nα-(L-methionyl)-1-methyl-D-tryptophan hydrochloride Cl.N[C@@H](CCSC)C(=O)N[C@H](CC1=CN(C2=CC=CC=C12)C)C(=O)O